2-((6-(4-acetylpiperazin-1-yl)-2-methylpyrimidin-4-yl)amino)-N-(2-chloro-4-methylthiophen-3-yl)thiazole-5-carboxamide C(C)(=O)N1CCN(CC1)C1=CC(=NC(=N1)C)NC=1SC(=CN1)C(=O)NC1=C(SC=C1C)Cl